C(C1=CC=CC=C1)OC1=NC(=CC=C1C=1C=C(C=CC1F)O)OCC1=CC=CC=C1 3-(2,6-dibenzyloxy-3-pyridyl)-4-fluoro-phenol